CC(C)(C)C=1C=C(C=C(C1O)C(C)(C)C)CN1C(N(C(N(C1=O)CC1=CC(=C(C(=C1)C(C)(C)C)O)C(C)(C)C)=O)CC1=CC(=C(C(=C1)C(C)(C)C)O)C(C)(C)C)=O 1,3,5-tris{[3,5-bis(1,1-dimethylethyl)-4-hydroxyphenyl]methyl}-1,3,5-triazine-2,4,6(1H,3H,5H)-trione